C1(CC1)C=1C=2N(C=CC1)N=C(C2)[C@@H]2N(CCC1=C2N=CN1)C=1OC(=NN1)C(F)F (R)-2-(4-(4-cyclopropylpyrazolo[1,5-a]pyridin-2-yl)-1,4,6,7-tetrahydro-5H-imidazo[4,5-c]pyridin-5-yl)-5-(difluoromethyl)-1,3,4-oxadiazole